FC(C1=NN(C=C1C(=O)N(C(CC1=C(C=C(C=C1Cl)Cl)Cl)C)OC)C)F 3-(difluoromethyl)-N-methoxy-1-methyl-N-[1-methyl-2-(2,4,6-trichloro-phenyl)ethyl]-1H-pyrazole-4-carboxamide